C(C)OC=1C=C2C=CC(=CC2=CC1)NC1=C(C=CC=C1)C(C)(C)C 6-ethoxy-N-(2-tert-butylphenyl)-2-naphthylamine